CC1=C(C2(C3=CC=CC(=C13)C)CCC(CC2)(C(=O)OC2(CC2)CS(=O)(=O)C=2SC1=C(N2)C=CC=C1)N(C(C(F)(F)F)=O)C1=CC(=CC=C1)Cl)Br ((benzo[d]thiazol-2-ylsulfonyl)methyl)cyclopropanol methyl-(1s,4s)-2'-bromo-4-[(3-chlorophenyl)(trifluoroacetyl)amino]-4'-methylspiro[cyclohexane-1,1'-indene]-4-carboxylate